ClC1=C(C(Cl)(Cl)Cl)C=CC=C1 o-chlorotrichlorotoluene